C(C)C1(C(=O)OC(C1)C)C α-ethyl-α-methyl-γ-valerolactone